FC(OC1=NC=C(C=C1)C=C)F 2-(difluoromethoxy)-5-vinylpyridine